[Na+].[Na+].[C@@H]1([C@H](O)[C@H](O)[C@@H](COP(=O)([O-])[O-])O1)N1C(=O)NC(=O)C=C1 5'-uridylic acid disodium salt